[Cl-].C(CCC)[P+](CC(C)OC)(CCCC)CCCC tributyl-2-methoxypropyl-phosphonium chloride